2-hydroxy-3-bromohexyl-ammonium bromide [Br-].OC(C[NH3+])C(CCC)Br